N-(4-{[4-(4,5-Dihydro-1,3-oxazol-2-yl)phenyl]carbamoyl}phenyl)-1-benzofuran-2-carboxamid O1C(=NCC1)C1=CC=C(C=C1)NC(=O)C1=CC=C(C=C1)NC(=O)C=1OC2=C(C1)C=CC=C2